ClC1=CC=C(C=C1)N1N=C(C=C1)OCC1=C(C=CC=C1)CONC(OC)=O methyl [2-[[[1-(4-chlorophenyl)-1H-pyrazol-3-yl]oxy]methyl]phenyl]methoxycarbamate